N1(N=NC2=C1C=CC=C2)C(=O)N2CCN(CC2)C(C=2C=CC1=C(CCO1)C2)C=2C=CC1=C(CCO1)C2 (1H-benzo[d][1,2,3]triazol-1-yl)(4-(bis(2,3-dihydrobenzofuran-5-yl)methyl)piperazin-1-yl)methanone